ClC1=C(C(=O)N2CCN(CC2)C(=O)OC(C)(C)C)C=CC(=C1)NC(=O)C=1N(C(=CN1)C=1C(=NN(C1)CC#C)C(F)(F)F)C tert-Butyl 4-(2-chloro-4-(1-methyl-5-(1-(prop-2-yn-1-yl)-3-(trifluoromethyl)-1H-pyrazol-4-yl)-1H-imidazole-2-carboxamido)benzoyl)piperazine-1-carboxylate